(Z)-1-(hex-3-en-1-yl)-2-oxocyclopentane-1-carboxylic acid ethyl ester C(C)OC(=O)C1(C(CCC1)=O)CC\C=C/CC